CC(C)(CCC(C)(OOC(C)(C)C)C)OOC(C)(C)C 2,5-dimethyl-2,5-di(tert.-butyl-peroxy)hexane